CS(=O)/C=C/C1=CC=CC=C1 (E)-(2-(methylsulfinyl)vinyl)benzene